C(CCCCCCCCCCCCCCCCCCCCCCCCCCC)(=O)[O-].[Ca+2].C(CCCCCCCCCCCCCCCCCCCCCCCCCCC)(=O)[O-] calcium montanate salt